ON1C(=C(C2=CC=CC=C12)C(N1CCN(CC1)C(=O)OCC)C1=NC=CC=C1)C1=CC=CC=C1 ethyl 4-[(1-hydroxy-2-phenylindol-3-yl)-pyridin-2-ylmethyl]piperazine-1-carboxylate